C(#N)C1=CC(=C(COC2=CC=CC(=N2)C2=CC(=C(C=C2F)C(CO)C2=NC3=C(N2CCOC)C=C(C=C3)C(=O)O)F)C=C1)F 2-(1-(4-(6-((4-cyano-2-fluorobenzyl)oxy)pyridin-2-yl)-2,5-difluorophenyl)-2-hydroxyethyl)-1-(2-methoxyethyl)-1H-benzo[d]imidazole-6-carboxylic acid